OC1(C(C(=O)O)O)C(C=CC=C1)OC 1-hydroxy-2-methoxymandelic acid